8-chloro-7-(2,6-difluorophenyl)-2-[(E)-2-ethoxyvinyl]-5-methyl-9-(trifluoromethyl)-5H-pyrimido[1,2-a][1,4]benzodiazepin-3-one ClC1=C(C=CC2=C1C(=NC(C=1N2C=C(C(N1)=O)\C=C\OCC)C)C1=C(C=CC=C1F)F)C(F)(F)F